ClC1=NN(C=C1C1=NC=CC(=N1)NC=1N=CC2=C(C=CC(=C2C1)C(C)C)N1[C@@H]([C@H](C1)CS(=O)(=O)C)C)C(CC#N)C 3-(3-chloro-4-(4-((5-isopropyl-8-((2R,3S)-2-methyl-3-((methanesulfonyl)methyl)azetidin-1-yl)isoquinolin-3-yl)amino)pyrimidin-2-yl)-1H-pyrazol-1-yl)butyronitrile